((5-cyclopropylpyridin-2-yl) methyl)-1H-indazole-7-carboxylate C1(CC1)C=1C=CC(=NC1)COC(=O)C=1C=CC=C2C=NNC12